6-(3-((6-Bromo-2-(2,6-dioxopiperidin-3-yl)-1,3-dioxoisoindolin-5-yl)methyl)-3,8-diazabicyclo[3.2.1]octane-8-yl)-N-((1r,4r)-4-(3-chloro-4-cyanophenoxy)cyclohexyl)pyridazine-3-formamide BrC1=C(C=C2C(N(C(C2=C1)=O)C1C(NC(CC1)=O)=O)=O)CN1CC2CCC(C1)N2C2=CC=C(N=N2)C(=O)NC2CCC(CC2)OC2=CC(=C(C=C2)C#N)Cl